C(C=C)(=O)N1C[C@@H]2COC3=C(C(N2CC1)=O)C(=NC(=C3Cl)C3=C(C=CC=C3O)F)N3C[C@H]1N(CC3)CCC1 (6aR)-8-acryloyl-4-chloro-3-(2-fluoro-6-hydroxyphenyl)-1-((S)-hexahydropyrrolo[1,2-a]pyrazin-2(1H)-yl)-6,6a,7,8,9,10-hexahydro-12H-pyrazino[2,1-c]pyrido[3,4-f][1,4]oxazepin-12-one